1-(4-hydroxy-phenyl)nonan-1-one OC1=CC=C(C=C1)C(CCCCCCCC)=O